(8S,1S,13S,14S,17S,E)-11-(4-cyclopropylphenyl)-17-(1,1-difluoroprop-2-yn-1-yl)-3-hydrazineylidene-13-methyl-2,3,6,7,8,11,12,13,14,15,16,17-dodecahydro-1H-cyclopenta[a]phenanthren-17-ol C1(CC1)C1=CC=C(C=C1)C1C[C@@]2([C@](CC[C@H]2[C@@H]2CCC3=C/C(/CCC3=C12)=N/N)(O)C(C#C)(F)F)C